4-{7-amino-[1,2,4]triazolo[1,5-a]pyridin-5-yl}benzonitrile NC1=CC=2N(C(=C1)C1=CC=C(C#N)C=C1)N=CN2